CC1([C@H]2CCC([C@@H]1C2)=O)C (1R,5S)-6,6-dimethylbicyclo[3.1.1]heptane-2-one